C1N(CC2=CC=CC=C12)C(CS(=O)(=O)C1=CC=C(C=C1)F)=O 1-(1,3-dihydro-2H-isoindol-2-yl)-2-[(4-fluorophenyl)sulfonyl]ethanone